O=S1(CCN(CC1)C(=O)C=1C=C(CN2C(C3=CC=CC=C3C=N2)=O)C=CC1F)=O (3-(1,1-dioxothiomorpholine-4-carbonyl)-4-fluorobenzyl)phthalazin-1(2H)-one